(S)- and (R)-2-(3-chlorophenyl)-2-((4-cyanophenethyl)amino)-N-(5-(1-methyl-1H-pyrazol-4-yl)pyridin-2-yl)acetamide ClC=1C=C(C=CC1)[C@@H](C(=O)NC1=NC=C(C=C1)C=1C=NN(C1)C)NCCC1=CC=C(C=C1)C#N |r|